2-(p-Toluidino)-4-phenylpyrimidine-5-carbonitrile C1(=CC=C(C=C1)NC1=NC=C(C(=N1)C1=CC=CC=C1)C#N)C